COC=1C=C2NCCN(C2=CC1)C(=O)NC1=CC=C(C=C1)C 6-methoxy-N-p-methylphenyl-3,4-dihydroquinoxaline-1(2H)-carboxamide